ClC1=CC=C(C=N1)NC(=O)C1CC12CCC(CC2)C2=CC=NC1=CC=C(C=C21)F N-(6-Chloropyridin-3-yl)-6-(6-fluoroquinolin-4-yl)spiro[2.5]octane-1-carboxamide